C(C=C)(=O)N1[C@H](CN(CC1)C=1C2=C(N=C(N1)OC[C@H]1N(CCC1)C([2H])([2H])[2H])CN(CC2)C2=CC=CC1=CC=CC(=C21)Cl)CC#N 2-((S)-1-acryloyl-4-(7-(8-chloronaphthalen-1-yl)-2-(((S)-1-(methyl-d3)pyrrolidin-2-yl)methoxy)-5,6,7,8-tetrahydropyrido[3,4-d]pyrimidin-4-yl)piperazin-2-yl)acetonitrile